3-[4-(1,1-Dioxothiazinan-2-yl)anilino]-5-(methylamino)-6-(3-methylimidazo[4,5-c]pyridin-7-yl)pyrazin-2-carboxamid O=S1(N(CCCC1)C1=CC=C(NC=2C(=NC(=C(N2)NC)C=2C3=C(C=NC2)N(C=N3)C)C(=O)N)C=C1)=O